ClC1=CC(=C(C=C1)C=1N=NC(=C2C1C=NC=C2)N[C@H]2CN(C[C@@H](C2)F)C)F 4-(4-chloro-2-fluorophenyl)-N-((3R,5R)-5-fluoro-1-methylpiperidin-3-yl)pyrido[3,4-d]pyridazin-1-amine